3-[(1R)-1-(2,6-difluorophenyl)ethoxy]-5-(4,4,5,5-tetramethyl-1,3,2-dioxaborolan-2-yl)pyridin FC1=C(C(=CC=C1)F)[C@@H](C)OC=1C=NC=C(C1)B1OC(C(O1)(C)C)(C)C